1-(allyloxy)-2-((4-bromophenyl)ethynyl)benzene C(C=C)OC1=C(C=CC=C1)C#CC1=CC=C(C=C1)Br